C1(CC1)S(=O)(=O)NC1=NC=CN=C1 (cyclopropanesulfonamido)pyrazin